C1(CC1)C1=CC(=C(C=C1)NC=1N(C(C=C2CCNC(C12)=O)=O)C)F 8-((4-cyclopropyl-2-fluorophenyl)amino)-7-methyl-3,4-dihydro-2,7-naphthyridine-1,6(2h,7h)-dione